(Ra)-6-(1-(4-((1R,5S)-3-azabicyclo[3.1.0]hexan-3-yl)-3-fluorobenzyl)-4-chloro-1H-indazole-7-carboxamido)spiro[3.3]heptane [C@@H]12CN(C[C@H]2C1)C1=C(C=C(CN2N=CC3=C(C=CC(=C23)C(=O)NC2CC3(CCC3)C2)Cl)C=C1)F